C(C1CO1)OC1CCC(CC1)OC1CCC(CC1)OCC1CO1 bis[4-(glycidoxy) cyclohexyl] ether